S(N)(OC[C@H]1[C@H](C[C@@H](C1)N1C=CC2=C1N=CN=C2N[C@H]2CCC1=CC=CC=C21)O)(=O)=O ((1S,2S,4R)-4-(4-(((S)-2,3-dihydro-1H-inden-1-yl)amino)-7H-pyrrolo[2,3-d]pyrimidin-7-yl)-2-hydroxycyclopentyl)methyl sulfamate